2-(3-ethylpentanoylamino)-4-[2-(2-oxopyrrolidin-1-yl)ethyl-[4-(5,6,7,8-tetrahydro-1,8-naphthyridin-2-yl)butyl]amino]butanoic acid C(C)C(CC(=O)NC(C(=O)O)CCN(CCCCC1=NC=2NCCCC2C=C1)CCN1C(CCC1)=O)CC